5-(1-acetyl-5-(4-n-octylphenyl)pyrazolidine-3-ylidene)-1,3-dimethylbarbituric acid C(C)(=O)N1NC(CC1C1=CC=C(C=C1)CCCCCCCC)=C1C(N(C(N(C1=O)C)=O)C)=O